BrC=1C=CC(=NC1)NC(CC1CC1)=O N-(5-bromopyridin-2-yl)-2-cyclopropylacetamide